C(CCC)N1N=C(C(=C1C(C)C)O)C(C)(C)C Butyl-3-tert-butyl-4-hydroxy-5-isopropyl-pyrazol